5-((2,3-dihydroxypropyl)amino)-5-oxopentanoate OC(CNC(CCCC(=O)[O-])=O)CO